N1=CC=C(C=C1)C1=CC=NC=C1 4-(4-pyridyl)pyridine